Calcium chloride di-hydrate O.O.[Cl-].[Ca+2].[Cl-]